1,11-dihydroxyundecane OCCCCCCCCCCCO